6-acetyl-8-cyclopentyl-2-[[5-[1-(2-hydroxyethyl)-4-piperidinyl]-2-pyridinyl]amino]-5-methyl-pyrido[2,3-d]-pyrimidin-7-one C(C)(=O)C1=C(C2=C(N=C(N=C2)NC2=NC=C(C=C2)C2CCN(CC2)CCO)N(C1=O)C1CCCC1)C